Estragol C1(=CC=C(CC=C)C=C1)OC